N-(5-(3-bromoisoxazol-5-yl)-8-(methylamino)-2,7-naphthyridin-3-yl)cyclopropanecarboxamide BrC1=NOC(=C1)C1=C2C=C(N=CC2=C(N=C1)NC)NC(=O)C1CC1